CN1C(C2(C3=C1C=NC=1C=CC(=CC31)C=3C=C(C(=NC3)N3CC1(CN(C1)C(=O)OC(C)(C)C)C3)NS(=O)(=O)C)CCC2)=O tert-Butyl 6-(5-(3'-methyl-2'-oxo-2',3'-dihydrospiro[cyclobutane-1,1'-pyrrolo[2,3-c]quinolin]-8'-yl)-3-(methylsulfonamido)pyridin-2-yl)-2,6-diazaspiro[3.3]heptane-2-carboxylate